N[C@H](C(=O)N[C@H]1CC[C@@]2([C@H]3CC[C@@]4([C@H](CC[C@@]4([C@@H]3CC[C@@H]2C1)O)C=1COC(C1)=O)C)C)C (S)-2-amino-N-((3S,5R,8R,9S,10S,13R,14S,17R)-14-hydroxy-10,13-dimethyl-17-(5-oxo-2,5-dihydrofuran-3-yl)hexadecahydro-1H-cyclopenta[a]phenanthren-3-yl)propanamide